C1(CC1)CCC(C=1C=NC=CC1)(NC(C(C)(C)C)=O)C=1C=CC(=C(C1)NC(=O)C1=CC(=NN1)C(F)(F)F)F N-(5-(3-cyclopropyl-1-pivalamido-1-(pyridin-3-yl)propyl)-2-fluorophenyl)-3-(trifluoromethyl)-1H-pyrazole-5-carboxamide